(Z)-1-(2-fluoro-4-(1-(5-(trifluoromethoxy)pyridin-2-yl)-1H-1,2,4-triazol-3-yl)phenyl)-3-(3-(2-isopropyl-5-methylphenyl)-4-oxothiazolidin-2-ylidene)urea FC1=C(C=CC(=C1)C1=NN(C=N1)C1=NC=C(C=C1)OC(F)(F)F)NC(=O)\N=C\1/SCC(N1C1=C(C=CC(=C1)C)C(C)C)=O